C(CCCCC)OCCCNCCCN1CCCC1 N-(3-hexoxypropyl)-3-(pyrrolidinyl)propan-1-amine